C(#N)C=1C=NC(=C(C(=O)N[C@@H](C)C2=CC=C(C=C2)F)C1)NCC1=CC=C(C=C1)C1=CC=CC=2N1C(NN2)=O (S)-5-cyano-N-(1-(4-fluorophenyl)ethyl)-2-(4-(3-oxo-2,3-dihydro-[1,2,4]triazolo[4,3-a]pyridin-5-yl)benzylamino)nicotinamide